NC=1C(=CC2=C(N(C(CO2)=O)C#CC)C1)F 6-amino-7-fluoro-4-propynyl-1,4-benzoxazine-3(4H)-one